OC=1C(C(=CN2N3[C@@H](C=CCN(C(C21)=O)C3)C)C(=O)NCC3=C(C=C(C=C3F)F)F)=O (1S,2R)-8-hydroxy-2-methyl-7,9-dioxo-N-(2,4,6-trifluorobenzyl)-2,5,7,9-tetrahydro-1,6-methanopyrido[1,2-b][1,2,5]triazonine-10-carboxamide